FC=1C=C(C=CC1)N1N=C(C=C(C1=O)C(=O)OC)C1=CC=C(C=C1)OC methyl 2-(3-fluorophenyl)-6-(4-methoxyphenyl)-3-oxo-2,3-dihydropyridazine-4-carboxylate